5-(4,4,5,5-tetramethyl-1,3,2-dioxaborolane-2-yl)pyrazin CC1(OB(OC1(C)C)C=1N=CC=NC1)C